O=C1NC(CCC1N1C(C2=CC=C(C=C2C1=O)CN1CCN(CC1)C1CCN(CC1)C1=NC(=C(C(=O)N)C=C1)C1=CC=C(C=C1)OC1=CC=CC=C1)=O)=O 6-(4-(4-((2-(2,6-dioxopiperidin-3-yl)-1,3-dioxoisoindolin-5-yl)methyl)piperazin-1-yl)piperidin-1-yl)-2-(4-phenoxyphenyl)nicotinamide